C(C)(C)(C)[C@H]1OC([C@@H](N1C(=O)OCC1=CC=CC=C1)CC1CCCCCC1)=O Benzyl (2R,4S)-2-(tert-butyl)-4-(cycloheptylmethyl)-5-oxooxazolidine-3-carboxylate